N-[(3-chloro-4-fluorophenyl)-(5-methyl-4-methylsulfonyl-1H-imidazol-2-yl)methyl]-2-(1,1-difluoroethyl)pyridin-3-amine ClC=1C=C(C=CC1F)C(NC=1C(=NC=CC1)C(C)(F)F)C=1NC(=C(N1)S(=O)(=O)C)C